FC(C(=O)[O-])(F)F.N1N=CC(=C1)C1=C(C=C(CN(C(=O)[C@H]2CN(CCC2)C=2C=C(OC(C(=O)N3CC[NH2+]CC3)(C)C)C=CC2)C2CC2)C=C1)C(F)(F)F (R)-4-(2-(3-(3-((4-(1H-pyrazol-4-yl)-3-(trifluoromethyl)benzyl)(cyclopropyl)carbamoyl)piperidin-1-yl)phenoxy)-2-methylpropanoyl)piperazin-1-ium 2,2,2-trifluoroacetate